NC1=NN2C(N=CC=C2)=C1C(=O)NC(C)C=1C=C(C=2N(C1N1CC(CCC1)F)C=NC2)Cl 2-Amino-N-{1-[8-chloro-5-(3-fluoropiperidin-1-yl)imidazo[1,5-a]pyridin-6-yl]ethyl}pyrazolo[1,5-a]pyrimidine-3-carboxamide